[Mn].[Zn].[Cd] cadmium-zinc-manganese